(1R,2S,6R,7S)-4-[6-[6-(trifluoromethyl)-3-pyridinyl]-1,3-benzothiazol-2-yl]-4-azatricyclo[5.2.1.02,6]dec-8-ene-3,5-dione FC(C1=CC=C(C=N1)C1=CC2=C(N=C(S2)N2C([C@H]3[C@H]4C=C[C@@H]([C@H]3C2=O)C4)=O)C=C1)(F)F